C1(CCC1)C1=NN=C(O1)C(=O)N1[C@H](C2=C(CC1)NC=N2)C2=NN1C(C(=CC=C1)F)=C2 (R)-(5-cyclobutyl-1,3,4-oxadiazol-2-yl)(4-(4-fluoropyrazolo[1,5-a]pyridin-2-yl)-6,7-dihydro-1H-imidazo[4,5-c]pyridin-5(4H)-yl)methanone